FC(C1=CC=C(CN2CCC(CC2)N)C=C1)(F)F 1-(4-(trifluoromethyl)benzyl)piperidin-4-amine